trans-5-[(3S)-2-[4-[(5-fluoro-2-methyl-3-pyridyl)methyl]cyclohexanecarbonyl]isoxazolidin-3-yl]pyridine-3-carbonitrile FC=1C=C(C(=NC1)C)C[C@@H]1CC[C@H](CC1)C(=O)N1OCC[C@H]1C=1C=C(C=NC1)C#N